isopropyl[(2-{3-[(1s,3s)-3-methyl-1-(4-methyl-1,2,4-triazol-3-yl)cyclobutyl]phenyl}-7-(trifluoromethyl)-1,3-benzoxazol-5-yl)methyl]amine C(C)(C)NCC=1C=C(C2=C(N=C(O2)C2=CC(=CC=C2)C2(CC(C2)C)C2=NN=CN2C)C1)C(F)(F)F